C(C)C=1C=CC2=C3C(C(C(=C2C1)OC(=O)CCCC)=O)=C1C=CC=CC1=C(C3=O)OC(=O)CCCC 2-ethyl-5,11-dioxo-6,12-bis(n-butylcarbonyloxy)naphthonaphthalene